dimethylbenzyl mercaptan CC(C1=CC=CC=C1)(C)S